N,N-diisopropylethylamine hydrochloride Cl.C(C)(C)N(C(C)C)CC